((2s,5r)-5-((5-cyclopropyl-2-((1-methyl-1H-pyrazol-4-yl)amino)-7H-pyrrolo[2,3-d]pyrimidin-4-yl)amino)-2-methylpiperidin-1-yl)prop-2-en-1-one oxalate C(C(=O)O)(=O)O.C1(CC1)C1=CNC=2N=C(N=C(C21)N[C@@H]2CC[C@@H](N(C2)C(C=C)=O)C)NC=2C=NN(C2)C